O([C@H]1[C@H](O)[C@@H](O)[C@H](O)[C@H](O1)C(=O)O)C1=CNC2=CC(=C(C(=C12)Br)OCC1[C@H]2CCC#CCC[C@@H]12)Br 5-{[(1R,8S,9S)-bicyclo[6.1.0]non-4-yn-9-yl] methoxy}-4,6-dibromo-1H-indol-3-yl β-D-glucopyranosiduronic acid